monooctyl bis(chloropropyl) phosphate P(=O)(OCCCCCCCC)(OCCCCl)OCCCCl